Cl.FC=1C=C(C=CC1)NC1N(C(=NC(=N1)N)N1CCOCC1)C1=CC(=CC=C1)F N,N1-Bis-(3-fluorophenyl)-6-morpholine-4-yl-[1,3,5]triazine-2,4-diamine hydrochloride